CC1OCCN(C1)CC(=O)O 2-(2-methylmorpholino)acetic acid